N[C@@H](C(=O)N1CCN(CC1)C(C1=C(C=C(C=C1)NC=1C=2N(C=CN1)C(=CN2)C=2C(=NNC2)C(F)(F)F)Cl)=O)C (2R)-2-amino-1-[4-[2-chloro-4-[[3-[3-(trifluoromethyl)-1H-pyrazol-4-yl]imidazo[1,2-a]pyrazin-8-yl]amino]benzoyl]piperazin-1-yl]propan-1-one